[1-(4-bromophenyl)-2-hydroxyethyl]-3,5-dichloroisonicotinamide BrC1=CC=C(C=C1)C(CO)C=1C(=C(C(=O)N)C(=CN1)Cl)Cl